8-{3-fluoro-[2,3'-bipyridin]-6'-yl}-1,4-dioxaspiro[4.5]decan-8-ol FC=1C(=NC=CC1)C=1C=NC(=CC1)C1(CCC2(OCCO2)CC1)O